COC=1C=C(C=C)C=CC1 (Z)-3-methoxy-styrene